C1(=CC=CC=C1)C=1N=C(C(N1)(O)C=1SC=CC1)NC1=CC=CC=C1 2-phenyl-5-(phenylamino)-4-(thiophen-2-yl)-4H-imidazol-4-ol